(R)-1-(2-Fluoro-4-(6'-hydroxy-3',4'-dihydro-1'H-spiro[cyclopentane-1,2'-naphthalen]-1'-yl)phenyl)piperidine-4-carbaldehyde FC1=C(C=CC(=C1)[C@H]1C2(CCC3=CC(=CC=C13)O)CCCC2)N2CCC(CC2)C=O